Cl.ClCC=1N=C2N(C(=CC=C2)OC)C1 2-(chloromethyl)-5-methoxyimidazo[1,2-a]Pyridine hydrochloride